C1(CC1)C(C=1C=C(C=CC1)N1C(C2=CC(=CC(=C2C1)C(F)(F)F)CNC1(CCC1)C)=O)C1=NN=CN1C 2-(3-(cyclopropyl(4-methyl-4H-1,2,4-triazol-3-yl)methyl)phenyl)-6-(((1-methylcyclobutyl)-amino)methyl)-4-(trifluoromethyl)isoindolin-1-one